C(C)(C)(C)OC(=O)N1C(CNCC1)C1=CC=C(C=C1)C1=CC=2N(N=C1C)C(=CN2)C2=CC=NC1=CC(=CC=C21)C=O (4-(3-(7-formylquinolin-4-yl)-6-methylimidazo[1,2-b]pyridazin-7-yl)phenyl)piperazine-1-carboxylic acid tert-butyl ester